tert-butyl (R)-4-[(tert-butyldimethylsilyl)oxy]-2-oxopyrrolidine-1-carboxylate [Si](C)(C)(C(C)(C)C)O[C@@H]1CC(N(C1)C(=O)OC(C)(C)C)=O